acrylamidopropyldi-methylmethoxysilane C(C=C)(=O)NCCC[Si](OC)(C)C